ClC1=CC=CC(=C1N=S(=O)(C)C)F 2-chloro-3-((dimethyl(oxo)-λ6-sulfanylidene)amino)-4-fluorobenzene